C(C)(C)(C)OC(=O)N[C@H](C(=O)N1[C@@H](C[C@H](C1)O)C(=O)OC)C(C)(C)C (2S,4R)-Methyl 1-((S)-2-((tert-butoxycarbonyl)amino)-3,3-dimethylbutanoyl)-4-hydroxypyrrolidine-2-carboxylate